C(CCCCC)NC(NC(NCCCCCCNC(N(C)CCCCCC)=N)=N)N N',N''-dihexyl-3,12-diimino-2,4,11,13-tetraazatetradecanediamine